5-fluoro-1-((5-phenylthiophen-2-yl)methyl)-1H-indazole-7-carboxylic acid methyl ester COC(=O)C=1C=C(C=C2C=NN(C12)CC=1SC(=CC1)C1=CC=CC=C1)F